(1S,2R,3R,5R)-3-((S)-(2-(aminomethyl)-4-chlorophenyl)(hydroxy)methyl)-5-(4-methyl-7H-pyrrolo[2,3-d]pyrimidin-7-yl)cyclopentane-1,2-diol NCC1=C(C=CC(=C1)Cl)[C@H]([C@@H]1[C@H]([C@H]([C@@H](C1)N1C=CC2=C1N=CN=C2C)O)O)O